manganese iron oxalate dihydrate O.O.C(C(=O)[O-])(=O)[O-].[Fe+2].[Mn+2].C(C(=O)[O-])(=O)[O-]